CC(C(=O)OCC(CN(C)C)(C)C)=C 3-(dimethylamino)-2,2-dimethylpropyl (methyl)acrylate